C(C)(C)(C)OC(=O)C=1C=NC2=C(C=NC=3C=CC=CC23)N1 Pyrazino[2,3-c]quinoline-3-carboxylic acid tert-butyl ester